C(C)(=O)C=1C=C(C(N(C1C)C=1OC=CC1)=O)C(=O)NC1=CC(=C(C=C1)OC1=CC=NC2=CC(=C(N=C12)OC)OC)F 5-Acetyl-N-[4-[(6,7-dimethoxy-1,5-naphthyridin-4-yl)oxy]-3-fluorophenyl]-1-(furan-2-yl)-6-methyl-2-oxopyridine-3-carboxamide